C(C)(C)(C)C=1C=C(C=C(C1O)N1N=C2C(=N1)C=CC(=C2)Cl)CCC(=O)O 3-[3-tert-butyl-5-(5-chloro-benzotriazol-2-yl)-4-hydroxy-phenyl]propanoic acid